4-cyano-2,3-dihydrobenzofuran-7-yl-5-cyclopropylmethoxy-2,8-dimethyl-1,4-dihydro-1,6-naphthyridine-3-carboxylic acid C(#N)C1=CC=C(C2=C1CCO2)N2C(=C(CC1=C(N=CC(=C21)C)OCC2CC2)C(=O)O)C